FC1=C(C=CC(=C1)F)N1N=C(C(C1(C(=O)NCC(=O)N(C)OC)C)C=1SC=CC1)C1=CC=C(C=C1)F 1-(2,4-difluorophenyl)-3-(4-fluorophenyl)-N-(2-(methoxy(methyl)amino)-2-oxoethyl)-5-methyl-4-(thiophen-2-yl)-4,5-dihydro-1H-pyrazole-5-carboxamide